OCN1C(N(C(C1(C)C)=O)CO)=O 1,3-bis(hydroxymethyl)-5,5-dimethylimidazolidine-2,4-dione